C1(=CC=CC=C1)C1=C(C(=O)O)C=C(C(=C1)C(=O)O)C1=CC=CC=C1 2,5-diphenylterephthalic acid